FC1=C(CN2C=NN(C2=O)C2=CC=C(OC3=CC=[N+](C=C3)C(=O)NCC(C)(C)C)C=C2)C(=CC=C1)F 4-(4-(4-(2,6-difluorobenzyl)-5-oxo-4,5-dihydro-1H-1,2,4-triazol-1-yl)phenoxy)-N-neopentylpyridiniumamide